F[C@H]1C[C@@H](N(CC1)[C@H](C)C1=CC=CC=C1)C(=O)OC methyl (2R,4R)-4-fluoro-1-((R)-1-phenylethyl)piperidine-2-carboxylate